NC1=CC=C(C=C1)C1=NOC(C1)(O)C(F)(F)F 3-(4-aminophenyl)-5-(trifluoromethyl)-4,5-dihydro-1,2-oxazol-5-ol